FC1(CCC(CC1)NC1=CC=C2CCN(CC2=C1)C(C=C)=O)F 1-(7-((4,4-difluorocyclohexyl)amino)-3,4-dihydroisoquinolin-2(1H)-yl)prop-2-en-1-one